C(C=C)(=O)N1[C@H](CN(CC1)C1=NC(=NC=2C[C@H](CCC12)N1[C@H](CC2=CC=CC=C12)C)OCCN(C)C)CC#N 2-((S)-1-Acryloyl-4-((S)-2-(2-(dimethylamino)ethoxy)-7-((S)-2-methylindolin-1-yl)-5,6,7,8-tetrahydroquinazolin-4-yl)piperazin-2-yl)acetonitrile